7-((7-((4,4-bis(((Z)-oct-5-en-1-yl)oxy)butanoyl)oxy)-4-hydroxyheptyl)oxy)-7-oxoheptyl 2-butyloctanoate C(CCC)C(C(=O)OCCCCCCC(=O)OCCCC(CCCOC(CCC(OCCCC\C=C/CC)OCCCC\C=C/CC)=O)O)CCCCCC